1-(prop-2-yl)-1,4-dihydro-1,8-naphthyridin-4-one CC(C)N1C=CC(C2=CC=CN=C12)=O